Methyl 3-(tert-butylamino)-2-(2-(1,5-dimethyl-1H-imidazol-4-yl)-6-fluorophenyl)imidazo[1,2-a]pyridine-7-carboxylate C(C)(C)(C)NC1=C(N=C2N1C=CC(=C2)C(=O)OC)C2=C(C=CC=C2F)C=2N=CN(C2C)C